(6R,8R)-17-amino-12,12-dimethyl-6,15-bis(trifluoromethyl)-19-oxa-3,4,13,18-tetraazatricyclo[12.3.1.12,5]nonadec-1(18),2,4,14,16-pentaene-6,8-diol NC1=CC(=C2NC(CCC[C@H](C[C@](C3=NN=C(C1=N2)O3)(O)C(F)(F)F)O)(C)C)C(F)(F)F